[N+](=[N-])=C1C(N(C2=CC=CC=C12)C)=NS(=O)(=O)C1=CC=C(C=C1)C N-(3-diazo-1-methylindoline-2-ylidene)-4-methylbenzenesulfonamide